4-perhydro-azepinone hydrochloride Cl.N1CCC(CCC1)=O